C(C)(C)(C)OC(=O)NC(CC(=O)N[C@H](C(=O)OC)C)C1=CC(=CC=C1)C(F)(F)F Methyl (2S)-2-(3-{[(tert-butoxy)carbonyl]amino}-3-[3-(trifluoromethyl)phenyl]propanamido)propanoate